ClC1=CC(=NC2=CN=CC=C12)C1=NC=NC=C1 4-chloro-2-(pyrimidin-4-yl)-1,7-naphthyridine